NCCOCCN1CCC(CC1)NC=1C=C2C(N(C(C2=CC1)=O)C1C(NC(CC1)=O)=O)=O 5-[[1-[2-(2-Aminoethoxy)ethyl]-4-piperidyl]amino]-2-(2,6-dioxo-3-piperidyl)isoindoline-1,3-dione